(2S,5r)-5-(2-chlorophenyl)-4-methylpyrrolidine-2-carboxylic acid methyl ester COC(=O)[C@H]1N[C@H](C(C1)C)C1=C(C=CC=C1)Cl